(3R,5'S)-5-chloro-5'-cyano-2-oxospiro[indoline-3,3'-pyrrolidine] ClC=1C=C2C(=CC1)NC([C@@]21CN[C@@H](C1)C#N)=O